(3S)-1-[2-[4-(2-chlorophenyl)-2-oxo-chromen-7-yl]oxypropanoyl]-N,N-dimethyl-piperidine-3-carboxamide ClC1=C(C=CC=C1)C1=CC(OC2=CC(=CC=C12)OC(C(=O)N1C[C@H](CCC1)C(=O)N(C)C)C)=O